9,9-dimethyl-7-(4-(4,4,5,5-tetramethyl-1,3,2-dioxaborolan-2-yl)phenyl)-9H-fluorene-2-carbonitrile CC1(C2=CC(=CC=C2C=2C=CC(=CC12)C#N)C1=CC=C(C=C1)B1OC(C(O1)(C)C)(C)C)C